(2E)-N-(4-amino-3-cyano-7-ethoxyquinoline-6-yl)-3-[(2R)-1-methylpyrrolidin-2-yl]acrylamide NC1=C(C=NC2=CC(=C(C=C12)NC(\C=C\[C@@H]1N(CCC1)C)=O)OCC)C#N